FC1(C(C1)CN1N=C(N=C1)C(=O)N[C@@H]1C(N(C=2N(CC1)N=C(C2)C)C)=O)F 1-((2,2-Difluorocyclopropyl)methyl)-N-((S)-2,4-dimethyl-5-oxo-5,6,7,8-tetrahydro-4H-pyrazolo[1,5-a][1,3]diazepin-6-yl)-1H-1,2,4-triazol-3-carboxamid